2-oxo-2H-[1,3'-bipyridine]-3-carboxamide O=C1N(C=CC=C1C(=O)N)C=1C=NC=CC1